C(#N)C1=C2C[C@H](C(NC2=CC=C1)=O)[C@H](C)NCCC=1C(=CC(=C(C1)CC(=O)O)C)C 2-(5-(2-(((S)-1-((S)-5-cyano-2-oxo-1,2,3,4-tetrahydroquinolin-3-yl)ethyl)amino)ethyl)-2,4-dimethylphenyl)acetic acid